C(C)(C)(C)OCCC(C(=O)O)N1C(C=C(C(=C1)OC([2H])([2H])[2H])C1=C(C=CC(=C1)Cl)C(CC)=O)=O 4-tert-butoxy-2-[4-(5-chloro-2-propionyl-phenyl)-2-oxo-5-(trideuteromethoxy)-1-pyridinyl]butanoic acid